benzyl 4-(3-cyano-2-(5-methyl-6-((6-methylpyridin-2-yl)carbamoyl)pyridin-3-yl)-9,10-dihydro-4H-benzo[d]pyrazolo[1,5-a][1,3]diazepin-7-yl)piperazine-1-carboxylate C(#N)C=1C(=NN2C1NC1=C(CC2)C=C(C=C1)N1CCN(CC1)C(=O)OCC1=CC=CC=C1)C=1C=NC(=C(C1)C)C(NC1=NC(=CC=C1)C)=O